N-(6-(4-((4-(2,6-dioxopiperidin-3-yl)benzyl)(methyl)amino)piperidin-1-yl)-1-((1s,4s)-4-(hydroxymethyl)cyclohexyl)-1H-benzo[d]imidazol-2-yl)-3-(trifluoromethyl)benzamide O=C1NC(CCC1C1=CC=C(CN(C2CCN(CC2)C=2C=CC3=C(N(C(=N3)NC(C3=CC(=CC=C3)C(F)(F)F)=O)C3CCC(CC3)CO)C2)C)C=C1)=O